n-propyl-o-chlorophenol C(CC)C=1C(=C(C=CC1)O)Cl